Cl.Cl.CC=1C=2N(C=C(N1)C)C=C(C2)C2=CC(=C1C=C(N=NC1=C2)C2CCNCC2)F 7-(1,3-Dimethylpyrrolo[1,2-a]pyrazin-7-yl)-5-fluoro-3-(piperidin-4-yl)cinnoline dihydrochloride